(S)-N-(4-bromo-2,5-difluorophenyl)-6-methoxy-6-(trifluoromethyl)-4,5,6,7-tetrahydro-1H-indole-3-sulfonamide BrC1=CC(=C(C=C1F)NS(=O)(=O)C1=CNC=2C[C@@](CCC12)(C(F)(F)F)OC)F